C(C)(C)(C)OC(=O)N1C=2C3=CC=CC=C3C1C=C2 11-azatricyclo[6.2.1.02,7]Undecene-2,4,6,9-tetraene-11-carboxylic acid tert-butyl ester